ClC1=C(C=CC(=C1)Cl)C=1OC(=C(N1)CCC(=C)C1=CC(=C(OC(CO)(C)C)C=C1)C)C(C)C 2-(4-(4-(2-(2,4-dichlorophenyl)-5-isopropyloxazol-4-yl)but-1-en-2-yl)-2-methylphenoxy)-2-methylpropan-1-ol